4-((2r,3s,4s,5r,6r)-5-(benzyloxy)-3,4-dihydroxy-6-methoxytetrahydro-2H-pyran-2-yl)benzoic acid methyl ester COC(C1=CC=C(C=C1)[C@H]1O[C@H]([C@@H]([C@H]([C@@H]1O)O)OCC1=CC=CC=C1)OC)=O